O=C1N(CCC(N1)=O)C1=CC=C(OCCN2CCN(CC2)C(=O)OC(C)(C)C)C=C1 tert-Butyl 4-(2-(4-(2,4-dioxotetrahydropyrimidin-1(2H)-yl)phenoxy)ethyl)piperazine-1-carboxylate